BrC=1C=C2C(=NN(C(C2=CC1)=O)CC(=O)NC1=NC=C(C=N1)F)OC1(CCC1)OC 2-[6-bromo-4-(3-trans-methoxycyclobutoxy)-1-oxo-phthalazin-2-yl]-N-(5-fluoropyrimidin-2-yl)acetamide